(±)-2-{4-[3-(4-chloro-5-methoxy-1-methyl-1H-indole-2-amido)oxetan-3-yl]phenyl}-2-cyclobutylacetic acid ClC1=C2C=C(N(C2=CC=C1OC)C)C(=O)NC1(COC1)C1=CC=C(C=C1)[C@H](C(=O)O)C1CCC1 |r|